2-(difluoromethoxy)-N4-(2-(dimethylamino)ethyl)-N1-(4-(6-methoxy-1-methyl-1H-indol-3-yl)pyrimidin-2-yl)-N4-methyl-5-nitrobenzene-1,4-diamine FC(OC1=C(C=C(C(=C1)N(C)CCN(C)C)[N+](=O)[O-])NC1=NC=CC(=N1)C1=CN(C2=CC(=CC=C12)OC)C)F